(Z)-9-tetradecenoic acid 2-ethylhexyl ester C(C)C(COC(CCCCCCC\C=C/CCCC)=O)CCCC